N1(N=CC=C1)CC1=CC(=C(C=C1)S(=O)(=O)NC1=NOC2=C1C(=CC(=C2)CN2N=CC=C2)OC)OC 4-((1H-pyrazol-1-yl)methyl)-N-(6-((1H-pyrazol-1-yl)methyl)-4-methoxybenzo[d]isoxazol-3-yl)-2-methoxybenzenesulfonamide